BrC1=CC=C(C=C1)C1CC(OCC1)C1=CC=CC=C1COC(=O)C(C(=O)O)(C(C)C)NC(=O)OC 4-(4-bromophenyl)tetrahydro-2H-pyranbenzyloxycarbonyl-(methoxycarbonyl)amino-3-methylbutyric acid